CC1=NC=C(C=C1)C1=CC=2C3=C(C=NC2C=C1)N(C(C31CC1)=O)C 2-Methyl-5-(3'-methyl-2'-oxo-2',3'-dihydrospiro[cyclopropane-1,1'-pyrrolo[2,3-c]quinolin]-8'-yl)pyridin